4-chloro-N-(1-(4-chlorophenyl)-4-(4,5-dihydro-oxazol-2-yl)-1H-pyrazol-5-yl)benzamide ClC1=CC=C(C(=O)NC2=C(C=NN2C2=CC=C(C=C2)Cl)C=2OCCN2)C=C1